Allyl 3-(6,6-difluorohexahydropyrrolo[3,2-b]pyrrol-1(2H)-yl)-2,2-dimethylpropanoate FC1(CNC2C1N(CC2)CC(C(=O)OCC=C)(C)C)F